methyl (S,Z)-2-hydroxy-4-((18-methoxy-18-oxooctadec-9-en-7-yl) oxy)-3,6-dimethylbenzoate OC1=C(C(=O)OC)C(=CC(=C1C)O[C@@H](CCCCCC)C\C=C/CCCCCCCC(=O)OC)C